6-[4-[(3S)-3-[[(2S)-1-[6-oxo-5-(trifluoromethyl)-1,6-dihydropyridazin-4-yl]pyrrolidin-2-yl]methoxy]butanoyl]piperazin-1-yl]pyridine-3-carbonitrile O=C1C(=C(C=NN1)N1[C@@H](CCC1)CO[C@H](CC(=O)N1CCN(CC1)C1=CC=C(C=N1)C#N)C)C(F)(F)F